2-Hydroxy-1,3,2-dioxaphospholane 2-oxide OP1(OCCO1)=O